C(C)C1=NOC2=C1C=C(C(=C2)OC)C=2C(=C(C=CC2)S(=O)(=O)N)OC(F)(F)F (3-ethyl-6-methoxybenzo[d]isoxazol-5-yl)-2-(trifluoromethoxy)benzenesulfonamide